4-((ethylamino)methyl)isoquinolin-1(2H)-one C(C)NCC1=CNC(C2=CC=CC=C12)=O